C(C)OC1=NC=CC=C1B(O)O 2-ETHOXYPYRIDINE-3-BORONIC ACID